C(C(C)C)N1N=CC(=C1)C=1C=C2C(=CNC2=CC1)NC(=O)NC1=CC=C(C=C1)C(F)(F)F 1-(5-(1-isobutyl-1H-pyrazol-4-yl)-1H-indol-3-yl)-3-(4-(trifluoromethyl)phenyl)urea